methyl 4-(benzo[d][1,3]dioxol-5-ylmethyl)-3-oxo-3,4-dihydro-2H-benzo[b][1,4]thiazine-7-carboxylate O1COC2=C1C=CC(=C2)CN2C1=C(SCC2=O)C=C(C=C1)C(=O)OC